OCCC1C(CC(N(C1)C(=O)OC(C)(C)C)=O)=O tert-butyl 5-(2-hydroxyethyl)-2,4-dioxopiperidine-1-carboxylate